N-(3-chloro-5-ethyl-6,7-dihydro-5H-cyclopenta[c]pyridin-5-yl)-N,2-dimethylpropane-2-sulfinamide ClC1=CC2=C(C=N1)CCC2(CC)N(S(=O)C(C)(C)C)C